13-Bromo-20-fluoro-14,19-dimethoxy-16,16-dioxo-5-(trifluoromethyl)-9-oxa-16λ6-thia-4,17-diazatetracyclo[16.3.1.111,15.02,7]tricosa-1(21),2(7),3,5,11,13,15(23),18(22),19-nonaen-10-one BrC=1C=C2C(OCC=3C=C(N=CC3C3=CC(=C(C(NS(C(C1OC)=C2)(=O)=O)=C3)OC)F)C(F)(F)F)=O